(Z)-3-(methanesulfonyl)prop-2-en-1-amine CS(=O)(=O)\C=C/CN